FC1([C@H]2C[C@@H](C[C@@H](C1)N2C(=O)OC(C)(C)C)OC2=CC=C1C(=N2)OCC=2C=C(C=CC21)C=2C=NN(C(C2)=O)C)F tert-butyl (1S,3R,5R)-6,6-difluoro-3-{[8-(1-methyl-6-oxopyridazin-4-yl)-6H-isochromeno[3,4-b]pyridin-3-yl]oxy}-8-azabicyclo[3.2.1]octane-8-carboxylate